benzyl-(5-(4-(benzyloxy)phenyl)-1,1-difluoropent-1-en-3-yl)sulfane C(C1=CC=CC=C1)SC(C=C(F)F)CCC1=CC=C(C=C1)OCC1=CC=CC=C1